CC=1C=NC=CC1C1(C(C=CC=C1)N)N 1-(3-methylpyridin-4-yl)benzene-1,2-diamine